2,2,2-Trifluoro-1-(piperidin-4-yl)ethan-1-one FC(C(=O)C1CCNCC1)(F)F